(4-styryl)biphenyl C(=CC1=CC=CC=C1)C1=CC=C(C=C1)C1=CC=CC=C1